BrC1=CC=C2C(C(NC2=C1)=O)(C)CO 6-bromo-3-(hydroxymethyl)-3-methylindolin-2-one